BrC1=C2C(=CN=C1)N(N=C2)CC(F)(F)F 4-bromo-1-(2,2,2-trifluoroethyl)pyrazolo[3,4-c]pyridine